diphenyl[phenylbenzselenophenyl]triazine C1(=CC=CC=C1)C1=C(C(=NN=N1)C=1[Se]C2=C(C1C1=CC=CC=C1)C=CC=C2)C2=CC=CC=C2